(E)-6-(4-ethoxyphenyl)-N'-(3-methoxy-5-propoxybenzylidene)pyrazine-2-carbohydrazide C(C)OC1=CC=C(C=C1)C1=CN=CC(=N1)C(=O)N/N=C/C1=CC(=CC(=C1)OCCC)OC